methyl-6-bromohexanoyl-alanine CN([C@@H](C)C(=O)O)C(CCCCCBr)=O